NC1=CC(=C(C=C1)C1=CN=C(S1)[C@@H]1CC[C@H](CC1)NC(OC(C)C)=O)S(NC(C)(C)C)(=O)=O trans-isopropyl N-[4-[5-[4-amino-2-(tert-butylsulfamoyl) phenyl]thiazol-2-yl]cyclohexyl]carbamate